2-(2-Aminoethoxy)-5-chloro-N-(2-((2-chloro-4-nitrophenyl)amino)-2-oxoethyl)benzamide hydrochloride Cl.NCCOC1=C(C(=O)NCC(=O)NC2=C(C=C(C=C2)[N+](=O)[O-])Cl)C=C(C=C1)Cl